propylene glycol mono-sec-butyl ether C(C)(CC)OCC(C)O